N[C@@H]1[C@H](OCCC1)C1=C(C=2N=C(N=C(C2S1)NCC=1OC=CC1)Cl)C#CCO 3-(6-((2S,3S)-3-aminotetrahydro-2H-pyran-2-yl)-2-chloro-4-((furan-2-ylmethyl)amino)thieno[3,2-d]pyrimidin-7-yl)prop-2-yn-1-ol